[1-(Thiazol-2-ylmethyl)-4-piperidyl]methanamine S1C(=NC=C1)CN1CCC(CC1)CN